dodecynyl-(dodecynyl)succinic anhydride C(#CCCCCCCCCCC)C1(C(=O)OC(C1)=O)C#CCCCCCCCCCC